t-Butylperoxy-2-ethylhexanoat C(C)(C)(C)OOC(C(=O)[O-])(CCCC)CC